rel-((3R,4R)-4-(((6-(ethyl(4-(trifluoromethyl)benzyl)amino)-5-fluoropyrimidin-4-yl)amino)methyl)-3,4-dihydroxypiperidin-1-yl)acetamide C(C)N(C1=C(C(=NC=N1)NC[C@]1([C@@H](CN(CC1)CC(=O)N)O)O)F)CC1=CC=C(C=C1)C(F)(F)F |o1:11,12|